bis(2-ethylhexyl)3,4,5,6-tetrabromophthalate C(C)C(COC(C=1C(C(=O)OCC(CCCC)CC)=C(C(=C(C1Br)Br)Br)Br)=O)CCCC